C(C1=CC=CC=C1)N(CCOCCO)CCOCCOCCN(CC)CC1=CC=CC=C1 7,16-dibenzyl-1,4,10,13-tetraoxa-7,16-diazaoctadecane